[NH+]1=C2N(C=CC1)C=CC=C2 2H-pyrido[1,2-a]Pyrimidinium